tert-butyl 4-(hydroxymethyl)-4-((2,2,2-trifluoroacetamido)methyl)piperidine-1-carboxylate OCC1(CCN(CC1)C(=O)OC(C)(C)C)CNC(C(F)(F)F)=O